C=C(C(=O)OCCCCCCCCCCCCCCCCCCCCCCCCCCCCCCCC)C(=O)OCCCCCCCCCCCCCCCCCCCCCCCCCCCCCCCC didotriacontyl methylenemalonate